C(CCC)N(C(CC[C@@H](C)[C@H]1CC[C@H]2[C@@H]3CC=C4C[C@H](CC[C@@]4([C@H]3CC[C@]12C)C)O)=O)OC (R)-N-butyl-4-((3S,8S,9S,10R,13R,14S,17R)-3-hydroxy-10,13-dimethyl-2,3,4,7,8,9,10,11,12,13,14,15,16,17-tetradecahydro-1H-cyclopenta[a]phenanthren-17-yl)-N-methoxypentanamide